COC=1C(=CC2=CN(N=C2C1)C1CCC(CC1)CN1CCNCC1)NC(C1=NC(=CC=C1)C(F)(F)F)=O N-(6-methoxy-2-((1r,4r)-4-(piperazin-1-ylmethyl)cyclohexyl)-2H-indazol-5-yl)-6-(trifluoromethyl)picolinamide